(2S)-tert-butyl 2-((tert-butoxycarbonyl)amino)-4-(3-methyl-3-(4-phenyl-2H-1,2,3-triazol-2-yl)butylsulfonimidoyl)butanoate C(C)(C)(C)OC(=O)N[C@H](C(=O)OC(C)(C)C)CCS(=O)(=N)CCC(C)(N1N=CC(=N1)C1=CC=CC=C1)C